ClC=1C=C(NC2=NC=NC3=CC(=C(C=C23)NC(\C=C\CN2CCCCC2)=O)OC)C=CC1F (E)-N-[4-(3-chloro-4-fluoroanilino)-7-methoxyquinazolin-6-yl]-4-piperidin-1-ylbut-2-enamide